BrC1=CC(=C2C3=C(C=CC4=CC=C(C(C=5C(=CC(=C1C25)Br)Cl)=C43)Cl)Cl)Cl 9,10-dibromo-1,6,7,12-tetrachloroperylene